3-methyl-1,3-hexanediol dibenzoate C(C1=CC=CC=C1)(=O)OCCC(CCC)(OC(C1=CC=CC=C1)=O)C